ClC=1C(=NN2C1C=NC=C2)Cl dichloro-pyrazolo[1,5-a]pyrazine